(2E,4E)-4-(2-(butylamino)-2-oxoethyl)decane-2,4-dienoic acid butyl ester C(CCC)OC(\C=C\C(=C\CCCCC)\CC(=O)NCCCC)=O